2-(((1s,4s)-4-((4-methoxy-5-(3-methyl-[1,2,4]triazolo[4,3-a]pyridin-6-yl)-7H-pyrrolo[2,3-d]pyrimidin-2-yl)amino)cyclohexyl)oxy)ethan-1-ol COC=1C2=C(N=C(N1)NC1CCC(CC1)OCCO)NC=C2C=2C=CC=1N(C2)C(=NN1)C